O=C(CCCN)CCC(CCCN)=O 4,7-dioxo-1,10-decanediamine